CC(C(=O)O)(CCN1C(N2C(CNCC2)C1)=S)C 2,2-dimethyl-4-(3-thioxohexahydroimidazo[1,5-a]pyrazin-2(3H)-yl)butanoic acid